(5-Methyl-4-oxo-4,5-dihydrothieno[3,2-c]pyridin-3-yl)carbamic acid tert-butyl ester C(C)(C)(C)OC(NC1=CSC2=C1C(N(C=C2)C)=O)=O